sodium iodate salt I(=O)(=O)[O-].[Na+]